NC1=C(C=NC=N1)C1=C(C=C(C(=C1)F)OC1=CC=CC=C1)F 6-amino-5-(2,5-difluoro-4-phenoxyphenyl)pyrimidin